BrC=1C=C(C(=C(OC2(CC2)C(=O)OCC)C1)[N+](=O)[O-])Cl ethyl 1-(5-bromo-3-chloro-2-nitrophenoxy)cyclopropane-1-carboxylate